4,4,6,7,7-Pentamethyl-2,3,4,6,7,8-hexahydro-5H-chromen-5-on CC1(CCOC=2CC(C(C(C12)=O)C)(C)C)C